CC1(OB(OC1(C)C)C=1C=C(C=CC1)C1=NC(=CC=C1)C1=CC(=CC=C1)B1OC(C(O1)(C)C)(C)C)C 2,6-bis(3-(4,4,5,5-tetramethyl-1,3,2-dioxaborolan-2-yl)phenyl)pyridine